FC(OC1=C(C=C(C=C1)C1=CN=C(C(=N1)C(=O)NC1=CC(=CC=C1)C(CC)(F)F)C)C1=CC=CC=C1)F 6-[4-(difluoromethoxy)-3-phenyl-phenyl]-N-[3-(1,1-difluoropropyl)phenyl]-3-methyl-pyrazine-2-carboxamide